FC1(C(CNCC1)C=1C=C(C(=NC1)OC)C(CO)O)F 1-(5-(4,4-difluoropiperidin-3-yl)-2-methoxypyridin-3-yl)ethane-1,2-diol